CC1N(C2=CC=CC=C2C1)C(=O)C1=CC=C(C=C1)NS(=O)(=O)C1=CC=CC=C1 N-(4-(2-methylindoline-1-carbonyl)phenyl)benzenesulfonamide